N-(2-chloro-6-methylphenyl)-2-((6-(4-(3-((2-(2,6-dioxopiperidin-3-yl)-1-oxoisoindolin-4-yl)amino)-3-oxopropanoyl)piperazin-1-yl)-2-methylpyrimidin-4-yl)amino)thiazole-5-carboxamide ClC1=C(C(=CC=C1)C)NC(=O)C1=CN=C(S1)NC1=NC(=NC(=C1)N1CCN(CC1)C(CC(=O)NC1=C2CN(C(C2=CC=C1)=O)C1C(NC(CC1)=O)=O)=O)C